The molecule is the beta-anomer of D-glucose 1-phosphate. It derives from a beta-D-glucose. It is a conjugate acid of a beta-D-glucose 1-phosphate(2-). C([C@@H]1[C@H]([C@@H]([C@H]([C@@H](O1)OP(=O)(O)O)O)O)O)O